2-(3-fluoro-5-((5-methyl-2-((1-(1-methylpiperidin-4-yl)-1H-pyrazol-4-yl)amino)thieno[2,3-d]pyrimidin-4-yl)amino)phenyl)propan-2-ol FC=1C=C(C=C(C1)NC=1C2=C(N=C(N1)NC=1C=NN(C1)C1CCN(CC1)C)SC=C2C)C(C)(C)O